Cl.FC(SC1=C(C=CC=C1)C1=C(C=CC=2C(=CCCCC21)C2=CC=C(C=C2)CC2CN(C2)CCCF)C(=O)O)F 4-((difluoromethylthio)phenyl)-9-(4-((1-(3-fluoropropyl)azetidin-3-yl)methyl)phenyl)-6,7-dihydro-5H-benzo[7]annulene-3-carboxylic acid hydrochloride